C1(=CC=CC2=CC=CC=C12)OC(CO)C=C 2-(1-naphthoxy)but-3-en-1-ol